trans-[(3S)-3-(3,5-difluorophenyl)isoxazolidin-2-yl]-[4-[(2,8-dimethylimidazo[1,2-b]pyridazin-6-yl)methyl]cyclohexyl]methanone FC=1C=C(C=C(C1)F)[C@H]1N(OCC1)C(=O)[C@@H]1CC[C@H](CC1)CC=1C=C(C=2N(N1)C=C(N2)C)C